C(#C)C1(CCC(CC1)(F)F)O 1-ethynyl-4,4-difluorocyclohexan-1-ol